FC1=C2C(=CN(CC2=CC=C1)C(=O)C1[N@](C1)C(C1=CC=CC=C1)(C1=CC=CC=C1)C1=CC=CC=C1)B1OC(C(O1)(C)C)(C)C (S)-(5-fluoro-4-(4,4,5,5-tetramethyl-1,3,2-dioxaborolan-2-yl)isoquinolin-2(1H)-yl)(1-tritylaziridin-2-yl)methanone